3-(dimethylamino)propyl (1-oxohexadecan-4-yl) carbonate C(OCCCN(C)C)(OC(CCC=O)CCCCCCCCCCCC)=O